Cl.Cl.C12CC(CC(CC1)N2)N2CCC(CC2)C2=CC1=C(N(C(=N1)C1=CC=C(C=C1)S(=O)(=O)C)C)C=C2F 5-(1-(8-azabicyclo[3.2.1]oct-3-yl)piperidin-4-yl)-6-fluoro-1-methyl-2-(4-(methylsulfonyl)phenyl)-1H-benzo[d]imidazole dihydrochloride